diheptyl ((4-aminopiperidin-1-yl) methyl) phosphate P(=O)(OCCCCCCC)(OCCCCCCC)OCN1CCC(CC1)N